2-Isobutyl-8-(2-((methyl(2-(methylamino)ethyl)amino)methyl)-6,7-dihydro-4H-pyrazolo[5,1-c][1,4]oxazin-3-yl)-2-azaspiro[4.5]decan-1-one C(C(C)C)N1C(C2(CC1)CCC(CC2)C=2C(=NN1C2COCC1)CN(CCNC)C)=O